4-(4,6-diphenyl-1,3,5-triazin-2-yl)-1-methyl-1H-pyrrole C1(=CC=CC=C1)C1=NC(=NC(=N1)C1=CC=CC=C1)C=1C=CN(C1)C